C1(CC1)C#CC(C(C)(F)F)(O)C1=C(C=C(C(=C1)F)CO)NC(OC(C)(C)C)=O tert-butyl (2-(1-cyclopropyl-4,4-difluoro-3-hydroxypent-1-yn-3-yl)-4-fluoro-5-(hydroxymethyl)phenyl)carbamate